6-tert-butyl-3-chloro-5-methyl-pyrrolo[2,3-b]pyrazine C(C)(C)(C)C1=CC=2C(=NC(=CN2)Cl)N1C